(E)-3-(3-Hydroxyphenyl)-1-(4-methylsulfonylphenyl)prop-2-en-1-one OC=1C=C(C=CC1)/C=C/C(=O)C1=CC=C(C=C1)S(=O)(=O)C